(S)-N-((R)-1-(3-bromopyridin-2-yl)pent-4-en-1-yl)-2-methylpropane-2-sulfinamide BrC=1C(=NC=CC1)[C@@H](CCC=C)N[S@@](=O)C(C)(C)C